2-(p-tolyl)-2-(4-(trifluoromethyl)pyridin-2-yl)acetamide (S)-quinuclidin-3-yl-(6'-(3,4-dimethoxyphenyl)-3',4'-dihydro-1'H-spiro[cyclopropane-1,2'-naphthalen]-1'-yl)carbamate N12CC(C(CC1)CC2)N(C(O)=O)[C@H]2C1(CCC3=CC(=CC=C23)C2=CC(=C(C=C2)OC)OC)CC1.C1(=CC=C(C=C1)C(C(=O)N)C1=NC=CC(=C1)C(F)(F)F)C